COC(=O)[C@@H]1CC=CC[C@@H]1C(=O)O (1S,6R)-6-(methoxycarbonyl)cyclohex-3-ene-1-carboxylic acid